C(C(=O)[O-])(=O)[O-].C(C)[N+](C1=CC=CC=C1)(CC)CC.C(C)[N+](C1=CC=CC=C1)(CC)CC bis-triethylphenylammonium oxalate